2-(PROP-2-YN-1-YLSULFANYL)PROPANOIC ACID C(C#C)SC(C(=O)O)C